2,3-dibromo-6-(2-ethoxy-1-fluoroethyl)pyridine BrC1=NC(=CC=C1Br)C(COCC)F